C(C)OC(=O)C1=CC=2N=CN=CC2N1 pyrrolo[3,2-d]pyrimidine-6-carboxylic acid ethyl ester